Cl.ClC1=CC=C(C=N1)C=1C2CNC(C1)CC2 5-(6-chloro-3-pyridyl)-2-azabicyclo[2.2.2]oct-5-ene-hydrochloride